1,1,1-trifluoro-N-(trifluoromethylsulfonyl)-N-[2,3,4-trimethyl-5-(morpholine-4-carbonyl)phenyl]methanesulfonamide FC(S(=O)(=O)N(C1=C(C(=C(C(=C1)C(=O)N1CCOCC1)C)C)C)S(=O)(=O)C(F)(F)F)(F)F